C(C1=CC=CC=C1)=C1C(NC(C(N1)=O)=CC=1N=CNC1C(C)(C)C)=O 3-benzylidene-6-[(5-tertiary butyl-1H-imidazol-4-yl)methylene]piperazine-2,5-dione